N-([4-[4-[[2-(4-chlorophenyl)-4,4-dimethylcyclohexen-1-yl]methyl]piperazin-1-yl]phenyl]sulfonyl)-1-methyl-2-oxo-1,2,3,4-tetrahydroquinoline-6-carboxamide ClC1=CC=C(C=C1)C1=C(CCC(C1)(C)C)CN1CCN(CC1)C1=CC=C(C=C1)S(=O)(=O)NC(=O)C=1C=C2CCC(N(C2=CC1)C)=O